5-(6-chloro-5-isobutylpyridazin-3-yl)pyrimidine-2,4(1H,3H)-dione ClC1=C(C=C(N=N1)C=1C(NC(NC1)=O)=O)CC(C)C